Cl.Cl.N1=C(C=NC=C1)CN1N=CC2=NC=C(C=C21)C2=CC(=CC=C2)C(F)(F)F 1-(Pyrazin-2-ylmethyl)-6-[3-(trifluoromethyl)phenyl]pyrazolo[4,3-b]pyridine dihydrochloride salt